O1[C@H](CCC1)CNC1=C(C=C(C=C1)C1=NNCOC1)C(F)(F)F 5-[4-({[(2R)-oxolan-2-yl]methyl}amino)-3-(trifluoromethyl)phenyl]-3,6-dihydro-2H-1,3,4-oxadiazin